tris(tetradecyl)silane chromate [Cr](=O)(=O)(O)O.C(CCCCCCCCCCCCC)[SiH](CCCCCCCCCCCCCC)CCCCCCCCCCCCCC